1-n-propyl-2,3-dimethylimidazolium C(CC)N1C(=[N+](C=C1)C)C